BrC=1C=C(C(=NC1)C)C(C#N)C 2-(5-bromo-2-methylpyridin-3-yl)propionitrile